(tert-butoxycarbonyl) ((5-cyano-7-(5-(1-cyano-3-fluoronaphthalen-2-yl)-1-methyl-1H-pyrazol-4-yl)-tert-butyl 4-oxo-3,4-dihydrophthalazin-1-yl)methyl)carbamate C(#N)C1=C2C(N(N=C(C2=CC(=C1)C=1C=NN(C1C1=C(C2=CC=CC=C2C=C1F)C#N)C)CNC(OC(=O)OC(C)(C)C)=O)C(C)(C)C)=O